C([C@H]([C@H]([C@@H]([C@H](C(=O)O)O)O)O)O)OP(=O)(O)O The molecule is a gluconic acid phosphate having the phosphate group at the 6-position. It is an intermediate in the pentose phosphate pathway. It has a role as a fundamental metabolite. It is a conjugate acid of a 6-phosphonatooxy-D-gluconate and a 6-phospho-D-gluconate.